pyrrolo[1,2-a]quinoxaline-7-carboxylate C1=CC=C2N1C1=CC=C(C=C1N=C2)C(=O)[O-]